FC(C(=O)NC1=CC(=C(C(=C1)C)C(C=1C=C2C(=CC(NC2=CC1)=O)C(C)C)O)C)(F)F 2,2,2-trifluoro-N-(4-(hydroxy(4-isopropyl-2-oxo-1,2-dihydroquinolin-6-yl)methyl)-3,5-dimethylphenyl)acetamide